2-aminododecanoate NC(C(=O)[O-])CCCCCCCCCC